4-amino-4,6-dideoxy-D-glucose N[C@@H]([C@@H]([C@H](C=O)O)O)[C@H](O)C